BrC1=CN=C(C=2NCCNC21)C(=O)O 8-Bromo-1H,2H,3H,4H-pyrido[3,4-b]pyrazine-5-carboxylic acid